1-(4-fluoro-2-methylphenyl)-8-methyl-3-(6-oxo-1,6-dihydropyridin-3-yl)-7-(trifluoromethyl)-2,3-dihydroquinazolin-4(1H)-one FC1=CC(=C(C=C1)N1CN(C(C2=CC=C(C(=C12)C)C(F)(F)F)=O)C1=CNC(C=C1)=O)C